2-[2-(aminomethyl)-3,3-difluoro-allyl]-4-[5-[2-[6-(dimethylamino)-3-pyridyl]ethynyl]-3-methyl-2-pyridyl]-1,2,4-triazol-3-one NCC(CN1N=CN(C1=O)C1=NC=C(C=C1C)C#CC=1C=NC(=CC1)N(C)C)=C(F)F